CC1COC(C(CC(C(C(CC(CN(C(C1)C)C)C)C)O[C@@H]1O[C@@H](C[C@@H]([C@H]1OC1=CC=CC=C1)NC)C)C)C)=O 3,5,6,8,10,12,14-heptamethyl-11-(((2S,3R,4S,6R)-6-methyl-4-(methylamino)-3-phenoxytetrahydro-2H-pyran-2-yl)oxy)-1-oxa-6-azacyclopentadecan-15-one